Ditrimethylpropane tetraacrylate C(C=C)(=O)O.C(C=C)(=O)O.C(C=C)(=O)O.C(C=C)(=O)O.CC(CC)(C)C.CC(CC)(C)C